6-((1S,3S,4R)-3-benzyl-2-azabicyclo[2.2.1]heptan-2-yl)-4-morpholinopyridin-2(1H)-one C(C1=CC=CC=C1)[C@@H]1N([C@H]2CC[C@@H]1C2)C2=CC(=CC(N2)=O)N2CCOCC2